10-Triacontenoic acid C(CCCCCCCCC=CCCCCCCCCCCCCCCCCCCC)(=O)O